COC1=CC(=C(C=N1)C1=NC(=CC=C1C(C)=O)N1C=NC2=C1C=CC(=C2)NC=2N=NC(=CC2)C)C(F)(F)F 1-[2-[6-methoxy-4-(trifluoromethyl)-3-pyridyl]-6-[5-[(6-methylpyridazin-3-yl)amino]benzimidazol-1-yl]-3-pyridyl]ethanone